6-methyl-2-(4-methylphenyl)-imidazo[1,2-a]pyridine CC=1C=CC=2N(C1)C=C(N2)C2=CC=C(C=C2)C